[O-]S(=O)(=O)C(F)(F)F.N(=[N+]=[N-])CCCNC(=O)C1=CC=[N+](C=C1)C1=C(C=C(C=C1)[N+](=O)[O-])[N+](=O)[O-] 4-((3-azidopropyl)carbamoyl)-1-(2,4-dinitrophenyl)pyridin-1-ium triflate